tris(4-(3-ethyl-4-aminophenoxy)phenyl)ethane (2S,3R)-methyl-2-amino-3-methylpent-4-enoate COC([C@H]([C@@H](C=C)C)N)=O.C(C)C=1C=C(OC2=CC=C(C=C2)C(C)(C2=CC=C(C=C2)OC2=CC(=C(C=C2)N)CC)C2=CC=C(C=C2)OC2=CC(=C(C=C2)N)CC)C=CC1N